BrC=1C=NC(=NC1)C1CN(C1)[C@@H]1[C@H](CCCC1)OC=1C=C2CN(C(C2=CC1)=O)C1C(NC(CC1)=O)=O 3-(5-(((1S,2S)-2-(3-(5-bromopyrimidin-2-yl)azetidin-1-yl)cyclohexyl)oxy)-1-oxoisoindolin-2-yl)piperidine-2,6-dione